C(C)(C)(C)OC(=O)N(CCC1=NC(=CC=C1[N+](=O)[O-])OC)CC1=C(C=CC(=C1)F)NC1=C(C(=O)O)C=C(C=C1)C(F)(F)F 2-((2-(((tert-butoxycarbonyl)(2-(6-methoxy-3-nitropyridin-2-yl)ethyl)amino)methyl)-4-fluorophenyl)amino)-5-(trifluoromethyl)benzoic acid